((3R,5R)-1-propenoyl-5-(methoxymethyl)pyrrolidin-3-yl)-4-amino-6-(cyclopropylethynyl)-N-((R)-1-phenylethyl)-7H-pyrrolo[2,3-d]pyrimidine-5-carboxamide C(C=C)(=O)N1C[C@@H](C[C@@H]1COC)C=1N=C(C2=C(N1)NC(=C2C(=O)N[C@H](C)C2=CC=CC=C2)C#CC2CC2)N